6-tert-butyl-1H-pyrazolo[3,4-b]pyridin-3-amine C(C)(C)(C)C1=CC=C2C(=N1)NN=C2N